NC1=NC(C=2N(C=NC2N1CC1=CC=C(C=C1)Cl)CC)=O 2-amino-3-(4-chlorobenzyl)-7-ethyl-3,7-dihydro-6h-purin-6-one